C(C)C1=NN(C(C2=C1N=CC=C2)=O)CC(=O)OCC ethyl 2-(8-ethyl-5-oxopyrido[2,3-d]pyridazin-6(5H)-yl)acetate